((2R,3S,4R,5R)-5-cyano-5-(4-(2-cyclohexylacetamido)pyrrolo[2,1-f][1,2,4]triazin-7-yl)-3,4-dihydroxytetrahydrofuran-2-yl)methyl (S)-2-amino-3,3-dimethylbutanoate N[C@H](C(=O)OC[C@H]1O[C@]([C@@H]([C@@H]1O)O)(C1=CC=C2C(=NC=NN21)NC(CC2CCCCC2)=O)C#N)C(C)(C)C